(E)-3-Pyrazin-2-ylprop-2-en N1=C(C=NC=C1)/C=C/C